O1CCN(CC1)C=CC(=O)OCC ethyl 3-morpholinoacrylate